CC1C(CC2C3CCC(C2C1)C3)=O 7-methyloctahydro-1,4-methanonaphthalen-6(2H)-one